O1[C@@H]2CN([C@H](C3=C1C=CC=C3)C2)C(=O)C2(CCCCC2)F ((2S,5S)-2,3-dihydro-2,5-methanobenzo[f][1,4]oxazepin-4(5H)-yl)(1-fluorocyclohexyl)methanone